CN(C/C=C/C(=O)N1CCOC2=C3C(=NC=NC3=CC=C21)NC2=CC=C(C=C2)OCC2=CC=C(C=C2)Cl)C (E)-4-(dimethylamino)-1-(10-((4-((4-chlorobenzyl)oxy)phenyl)amino)-2,3-dihydro-4H-[1,4]oxazino[2,3-f]quinazolin-4-yl)but-2-en-1-one